C1(=CC=CC2=CC=CC=C12)C1=CC=C(C=CC2=C(C=CC=C2)[N+]#[C-])C=C1 (4-naphthylstyryl)isocyanobenzene